(3-amino-2,4,6-trimethyl-phenyl)-[ethoxy(phenyl)phosphoryl]methanone diphenyl-mono(tridecyl)phosphite C1(=CC=CC=C1)C(CCCCCCCCCCCCP(O)(O)O)C1=CC=CC=C1.NC=1C(=C(C(=CC1C)C)C(=O)P(=O)(C1=CC=CC=C1)OCC)C